C(C1=CC=CC=C1)OC=1C=C(C=CC1)C1=CCC(CC1)OCC1C2(COCC(N2)=O)CCCN1C(=O)[O-] 7-[({4-[3-(benzyloxy)phenyl]cyclohex-3-en-1-yl}oxy)methyl]-2-oxo-4-oxa-1,8-diazaspiro[5.5]undecane-8-carboxylate